C(C1=CC=CC=C1)N1CCC(=CC1)OC1CCC(CC1)OC1=CC=NC=C1 4-[4-[(1-benzyl-3,6-dihydro-2H-pyridin-4-yl)oxy]cyclohexoxy]pyridine